N(=[N+]=[N-])CCOCCOCCOCCOCCOCCOCCOCCOCCOCC 29-azido-3,6,9,12,15,18,21,24,27-nonaoxanonacosan